OC(COC1=CC=C2C(=C(C(OC2=C1)=O)CC1=CC=C(C=C1)OC(F)(F)F)C)CNC=1SC=CN1 7-(2-hydroxy-3-(thiazol-2-ylamino)propoxy)-4-methyl-3-(4-(trifluoromethoxy)benzyl)-2H-chromen-2-one